N1C[C@@H](CC1)CNC1=C(C=CC=C1)C(F)(F)F |r| (±)-N-(pyrrolidin-3-ylmethyl)-2-(trifluoromethyl)aniline